C(OCCCCCCCCC)(OCCCCCCCCCCCC)=O nonyl dodecyl carbonate